ClC=1C=C(OC2=C3C=NNC3=C(C=C2)S(=O)(=O)C(F)(F)F)C=CC1 4-(3-chlorophenoxy)-7-(trifluoromethylsulfonyl)-1H-indazole